2-(1-(fluoromethyl)-2-oxabicyclo[2.2.1]heptan-4-yl)-7-isopropoxyimidazo[1,2-a]pyridine-6-carboxylic acid FCC12OCC(CC1)(C2)C=2N=C1N(C=C(C(=C1)OC(C)C)C(=O)O)C2